tert-butyl 7-(1-((7-(difluoromethyl)-2-methylimidazo[1,2-a]pyridin-6-yl)carbamoyl)-2,3-dihydro-1H-pyrrolo[2,3-b]pyridin-4-yl)-4,7-diazaspiro[2.5]octane-4-carboxylate FC(C1=CC=2N(C=C1NC(=O)N1CCC=3C1=NC=CC3N3CCN(C1(CC1)C3)C(=O)OC(C)(C)C)C=C(N2)C)F